COC1=NC=CC2=C1N=CN2 4-methoxy-1H-imidazo[4,5-c]pyridine